CC(CC(=O)OC(CC(CC(C)(C)C)C)=O)CC(C)(C)C 3,5,5-trimethylhexanoyl 3,5,5-trimethylhexanoate